1-(3-methyl-4-nitrophenyl)piperazine hydrochloride Cl.CC=1C=C(C=CC1[N+](=O)[O-])N1CCNCC1